O1[C@H](COCC1)COC1=NC(N2C(C3=CC=C(C=C3CC2)CCC2(CCCC2)O)=C1)=O 2-((R)-1-[1,4]Dioxan-2-ylmethoxy)-9-[2-(1-hydroxy-cyclopentyl)-ethyl]-6,7-dihydro-pyrimido[6,1-a]isoquinolin-4-one